BrC1=CC=C2C(=N1)N=C(O2)N2CC1=CN(C(C=C1C2)=O)CCO 2-(5-bromooxazolo[4,5-b]pyridin-2-yl)-5-(2-hydroxyethyl)-1,3-dihydropyrrolo[3,4-c]pyridin-6-one